Allyl (S)-2-(4-(2H-1,2,3-triazol-2-yl)phenyl)-8-((5-bromopentyl)oxy)-7-methoxy-5-oxo-11,11a-dihydro-1H-benzo[e]pyrrolo[1,2-a][1,4]diazepine-10(5H)-carboxylate N=1N(N=CC1)C1=CC=C(C=C1)C=1C[C@@H]2N(C(C3=C(N(C2)C(=O)OCC=C)C=C(C(=C3)OC)OCCCCCBr)=O)C1